7,11-dimethyldodeca-5,6,10-trien-3-one CC(=C=CCC(CC)=O)CCC=C(C)C